2-(INDAZOL-5-YL)-6-(PIPERIDIN-4-YL)1,7-NAPHTHYRIDIN N1N=CC2=CC(=CC=C12)C1=NC2=CN=C(C=C2C=C1)C1CCNCC1